C(N)(O[C@@H](C(=O)NCCC1=C(NC2=C(C=C(C=C12)F)F)C1=CC=C(C=C1)F)CO)=O [(1R)-2-[2-[5,7-difluoro-2-(4-fluorophenyl)-1H-indol-3-yl]ethylamino]-1-(hydroxymethyl)-2-oxo-ethyl] carbamate